ClC1=C(C=CC=C1)C1=NNC2=NC(=CN=C21)N2CCC(CC2)(C)CN (1-(3-(2-chloro-phenyl)-1H-pyrazolo[3,4-b]-pyrazin-6-yl)-4-methylpiperidin-4-yl)methanamine